ethyl 5-bromo-2,2-dimethyl-4-carbonylvalerate BrCC(CC(C(=O)OCC)(C)C)=C=O